BrC1=CC(=CC=2C=COC21)C(CC(=O)OC(C)(C)C)OC2=C(C=CC=C2)CC(=O)OCC tert-butyl 3-(7-bromobenzofuran-5-yl)-3-(2-(2-ethoxy-2-oxoethyl)phenoxy)propanoate